FC=1C=C(CN2CCC(=CC2)C2=NC=C(C=C2)C=2C=3N(C=C(C2)OCC(C)(C)O)N=CC3C#N)C=C(C1)F 4-(1'-(3,5-Difluorobenzyl)-1',2',3',6'-tetrahydro-[2,4'-bipyridin]-5-yl)-6-(2-hydroxy-2-methylpropyloxy)pyrazolo[1,5-a]pyridine-3-carbonitrile